Thiyl-benzocarbazole SC1=CC=CC=2C=CC=3C=4C=CC=CC4NC3C21